N-(4-(2,4-dihydroxyphenyl)thiazol-2-yl)-2-oxobutyramide OC1=C(C=CC(=C1)O)C=1N=C(SC1)NC(C(CC)=O)=O